(S)-tetra-tert-butyl 2,2',2'',2'''-(2-(4-(7-oxo-7-(2,3,5,6-tetrafluorophenoxy)heptyl)benzyl)-1,4,7,10-tetraazacyclododecane-1,4,7,10-tetrayl)tetraacetate O=C(CCCCCCC1=CC=C(C[C@@H]2N(CCN(CCN(CCN(C2)CC(=O)OC(C)(C)C)CC(=O)OC(C)(C)C)CC(=O)OC(C)(C)C)CC(=O)OC(C)(C)C)C=C1)OC1=C(C(=CC(=C1F)F)F)F